N-(cyclopropylmethyl)-3-ethylazetidin-3-amine dihydrochloride Cl.Cl.C1(CC1)CNC1(CNC1)CC